3,4-dihydroquinazoline-7-carboxylic acid methyl ester COC(=O)C1=CC=C2CNC=NC2=C1